4-Methoxy-11-(propan-2-yl)-11-azatricyclo[6.2.1.02,7]undeca-2,4,6-triene COC=1C=C2C3CCC(C2=CC1)N3C(C)C